COC(C(C1=C(C=CC=C1)C)=NOC)=O 2-methoxyimino-2-(o-tolyl)acetic acid methyl ester